FC=1C=C(C=C(C1O)C=O)NC(=O)C=1N=C(SC1)N1CCCCC1 N-(3-fluoro-5-formyl-4-hydroxyphenyl)-2-(piperidin-1-yl)thiazole-4-carboxamide